C(C)(C)(C)OC(=O)NCCCOCCN(C1=CC(=C(C=C1)F)Cl)C1=CC=NC2=CC=C(C=C12)C(=O)OC methyl 4-[N-[2-[3-(tert-butoxycarbonylamino)propoxy]ethyl]-3-chloro-4-fluoro-anilino]quinoline-6-carboxylate